N-(6-((5-chloro-2-((2-methoxy-5-methyl-4-(4-(4-(oxetan-3-yl)piperazin-1-yl)piperidin-1-yl)phenyl)amino)pyrimidin-4-yl)amino)-2,3-dihydrobenzofuran-5-yl)-N-methylmethanesulfonamide ClC=1C(=NC(=NC1)NC1=C(C=C(C(=C1)C)N1CCC(CC1)N1CCN(CC1)C1COC1)OC)NC1=CC2=C(CCO2)C=C1N(S(=O)(=O)C)C